OCCN1CCC(CC1)CCCO 1-(2-Hydroxyethyl)-4-(3-hydroxypropyl)piperidine